Cl.ClC=1C=C(C=CC1Cl)C1CCN(CC1)C[C@@H](COC1=CC=CC=2OC(=CC21)C=2OC(=NN2)CO)O (2S)-1-[4-(3,4-dichlorophenyl)piperidin-1-yl]-3-[2-(5-hydroxymethyl-1,3,4-oxadiazol-2-yl)benzo[b]furan-4-yloxy]propan-2-ol monohydrochloride